3-(PROPYLSULFONAMIDO)PHENYLBORONIC ACID C(CC)S(=O)(=O)NC=1C=C(C=CC1)B(O)O